Cl.FC=1C=C(OC2CCNCC2)C=CC1C(F)(F)F 4-(3-fluoro-4-(trifluoromethyl)phenoxy)piperidine Hydrochloride